5,10,15,20-tetra(naphthalen-2-yl)porphyrin C1=C(C=CC2=CC=CC=C12)C=1C2=CC=C(N2)C(=C2C=CC(C(=C3C=CC(=C(C=4C=CC1N4)C4=CC1=CC=CC=C1C=C4)N3)C3=CC4=CC=CC=C4C=C3)=N2)C2=CC3=CC=CC=C3C=C2